(1-(2-methyl-3-(trifluoromethyl)phenyl)ethyl)-7-morpholinophthalazin-1-amine CC1=C(C=CC=C1C(F)(F)F)C(C)C1=NN=C(C2=CC(=CC=C12)N1CCOCC1)N